4-ethyl-2,4-dihydro-3H-1,2,4-triazole C(C)N1CNN=C1